C1(CC1)C1=NC(=C2C(=N1)N(N=C2)CC)NC=2N=CN(C2)C2=CC(=C(C(=C2)OC)OC)OC 6-cyclopropyl-1-ethyl-N-(1-(3,4,5-trimethoxyphenyl)-1H-imidazol-4-yl)-1H-pyrazolo[3,4-d]pyrimidin-4-amine